Bis(5-methyl-2-(oxiran-2-ylmethoxy)phenyl)methane CC=1C=CC(=C(C1)CC1=C(C=CC(=C1)C)OCC1OC1)OCC1OC1